C(CCC)C(C(=O)OCCCCCCC(=O)OCC(CO)(CO)COC(CCCCCCOC(C(CCCCCC)CCCC)=O)=O)CCCCCC [7-[2-[7-(2-butyloctanoyloxy) heptanoyloxymethyl]-3-hydroxy-2-(hydroxymethyl) propoxy]-7-oxo-heptyl] 2-butyloctanoate